NCC=1C=C2CN(C(C2=CC1)=O)C1C(NC(CC1)=O)=O 3-[5-(aminomethyl)-1-oxo-isoindolin-2-yl]piperidine-2,6-dione